CN([Si](N[Si](N[Si](C)(C)C)(C)C)(C)C)C 1-dimethylamino-1,1,3,3,5,5,5-heptamethyltrisilazane